(E)-4-hexyl-4-(2-(1-methyl-4-(1-methyl-4-(4-(2-(quinolin-3-yl)vinyl)benzamido)-1H-pyrrole-2-carboxamido)-1H-pyrrole-2-carboxamido)ethyl)morpholin-4-ium C(CCCCC)[N+]1(CCOCC1)CCNC(=O)C=1N(C=C(C1)NC(=O)C=1N(C=C(C1)NC(C1=CC=C(C=C1)\C=C\C=1C=NC2=CC=CC=C2C1)=O)C)C